10-methyl-hexadecanoic acid ethyl ester C(C)OC(CCCCCCCCC(CCCCCC)C)=O